[I-].C1CCCCCCC1 cyclooctane iodide